C(C)(C)(C)OC(=O)N1CC(C(CC1)(C)C)C(=O)O 1-[(tert-Butoxy)carbonyl]-4,4-dimethylpiperidine-3-carboxylic acid